rel-(S)-4-(3-(2-(3,3-difluoro-1-methylpiperidin-4-yl)-6-methoxy-2H-indazol-5-yl)-4-fluorophenyl)-7-ethyl-7H-imidazo[4,5-c]pyridazine FC1(CN(CC[C@@H]1N1N=C2C=C(C(=CC2=C1)C=1C=C(C=CC1F)C=1C2=C(N=NC1)N(C=N2)CC)OC)C)F |o1:6|